(Z)-(3-(4-methoxyphenyl)thiazol-2(3H)-ylidene)carbamic acid ethyl ester C(C)OC(\N=C\1/SC=CN1C1=CC=C(C=C1)OC)=O